C1(CC1)C(=O)NC1=CC(=C(N=N1)C(=O)NC)NC1=NN2C(C=CC(=C2)N2CC(C2)N(CC)CC)=N1 6-(cyclopropanecarboxamido)-4-((6-(3-(diethylamino)azetidin-1-yl)-[1,2,4]triazolo[1,5-a]pyridin-2-yl)amino)-N-methylpyridazine-3-carboxamide